di-butoxyethoxy-2-propanol C(CCC)OC(COCC(C)O)OCCCC